ClC1=C(C=CC(=C1)S(=O)(=O)C)[C@H]1COCCCN1C1=NC(=NC(=C1)C)N 4-[(3S)-3-(2-chloro-4-methylsulfonyl-phenyl)-1,4-oxazepan-4-yl]-6-methyl-pyrimidin-2-amine